CO[C@H]1[C@@H](O[C@@H]([C@H]1OP(=S)(O)OC[C@@H]1[C@H]([C@H]([C@@H](O1)N1C=NC=2C(N)=NC=NC12)OC)OP(=S)(O)OC[C@@H]1[C@H]([C@H]([C@@H](O1)N1C=NC=2C(N)=NC=NC12)OC)O)CO)N1C(=O)NC(=O)C=C1 2'-O-methyl-P-thiouridylyl-(3'->5')-2'-O-methyl-P-thioadenylyl-(3'->5')-2'-O-methyladenosine